O[C@H]1[C@@H]([C@@H]2[C@@H](O[C@@H](CCC2)CCCC(=O)OC(C)C)C1)\C=C\[C@H](COC1=CC=CC=C1)O 2-propanyl 4-{(2S,5aR,6R,7R,8aS)-7-hydroxy-6-[(1E,3R)-3-hydroxy-4-phenoxy-1-buten-1-yl]octahydro-2H-cyclopenta[b]oxepin-2-yl}butanoate